C12(CC(C1)C2)N2C(C=CC(=C2)[C@H]2OCC[C@H](C2)C2=NC1=NC(=C(N=C1C(=N2)C21CC(C2)(C1)C(F)(F)F)C)C)=O 1-(1-bicyclo[1.1.1]pentanyl)-5-[(2S,4R)-4-[6,7-dimethyl-4-[3-(trifluoromethyl)-1-bicyclo[1.1.1]-pentanyl]pteridin-2-yl]tetrahydropyran-2-yl]pyridine-2-one